C(C)C1OCCO1 ethyl-1,3-dioxolane